CN(C(C(=O)O)(C)C)C 2-(DIMETHYLAMINO)-2-METHYLPROPANOIC ACID